2-(phenylsulfonamido)benzamide C1(=CC=CC=C1)S(=O)(=O)NC1=C(C(=O)N)C=CC=C1